NC1=CC(=NC(=C1)NC1=C(C=CC=C1)F)C(=O)NC1CC2=CC=C(C=C2C1)N1CCOCC1 4-Amino-6-((2-fluorophenyl)amino)-N-(5-morpholino-2,3-dihydro-1H-inden-2-yl)picolinamide